((1-((2-(3,5-dichlorophenyl)-6-((2-(piperazin-1-yl) pyrimidin-5-yl) oxy) pyridin-4-yl) methyl) piperidin-4-yl) methyl) carbamate C(N)(OCC1CCN(CC1)CC1=CC(=NC(=C1)OC=1C=NC(=NC1)N1CCNCC1)C1=CC(=CC(=C1)Cl)Cl)=O